tert-butyl 2-(2-(dimethylamino)-2-oxoethyl)-7,8-dihydro-4H-pyrazolo[1,5-a][1,4]diazepine-5(6H)-carboxylate CN(C(CC1=NN2C(CN(CCC2)C(=O)OC(C)(C)C)=C1)=O)C